monomethyl-arsine C[AsH2]